BrC1=C(C=C2C(=NC(=NC2=C1OC1CC(C1)(F)F)OC1CCN(CC1)C)N1CCN(CC1)C(=O)OC(C)(C)C)Cl tert-butyl 4-(7-bromo-6-chloro-8-(3,3-difluorocyclobutoxy)-2-((1-methylpiperidin-4-yl)oxy)quinazolin-4-yl)piperazin-1-carboxylate